Methyl 2-(2-((2-chloro-3-(3-chloro-2-(4-formyl-3-methoxyphenyl)pyridin-4-yl)phenyl)carbamoyl)-1-methyl-1,4,6,7-tetrahydro-5H-imidazo[4,5-c]pyridin-5-yl)acetate ClC1=C(C=CC=C1C1=C(C(=NC=C1)C1=CC(=C(C=C1)C=O)OC)Cl)NC(=O)C=1N(C2=C(CN(CC2)CC(=O)OC)N1)C